diphenyl-terphenyl C1(=CC=CC=C1)C=1C(=C(C=CC1)C=1C(=CC=CC1)C1=CC=CC=C1)C1=CC=CC=C1